BrC1=C(C(=C2C(=NC(=NC2=C1F)OC[C@]12CCCN2C[C@@H](C1)F)N1CC2CCC(C1)N2C(=O)OC(C)(C)C)OC(F)F)F tert-butyl 3-(7-bromo-5-(difluoromethoxy)-6,8-difluoro-2-(((2R,7aS)-2-fluorotetrahydro-1H-pyrrolizin-7a(5H)-yl)methoxy)quinazolin-4-yl)-3,8-diazabicyclo[3.2.1]octane-8-carboxylate